(S)-2-((t-butyldimethylsilyl)oxy)acetaldehyde [Si](C)(C)(C(C)(C)C)OCC=O